N1CCC(CC1)C(=O)[O-] PIPERIDINE-4-CARBOXYLATE